3-[4-[1-[(3S,4R)-3-Fluoro-4-piperidyl]azetidin-3-yl]-3-methyl-2-oxo-benzimidazol-1-yl]piperidine-2,6-dione F[C@H]1CNCC[C@H]1N1CC(C1)C1=CC=CC=2N(C(N(C21)C)=O)C2C(NC(CC2)=O)=O